C(C1=C(C=C(C(=C1)OC)O)CC)C1=C(C=C(C(=C1)OC)O)CC 5,5'-methylenebis(4-ethyl-guaiacol)